OCCC1[C@@H]2CC[C@H](CN1)N2C(=O)OC(C)(C)C Tert-butyl (1S,5R)-2-(2-hydroxyethyl)-3,8-diazabicyclo[3.2.1]octane-8-carboxylate